C(#N)C1=C(C=CC=N1)C(F)(F)F 6-cyano-5-(trifluoromethyl)pyridin